CC1CN(CCC1CNC(=O)C1=NOC(=N1)C1(CC1)C)C=1C=2N(C=C(N1)C=1C=NN(C1)C)N=CC2 N-((3-methyl-1-(6-(1-methyl-1H-pyrazol-4-yl)pyrazolo[1,5-a]pyrazin-4-yl)piperidin-4-yl)methyl)-5-(1-methylcyclopropyl)-1,2,4-oxadiazole-3-carboxamide